OCCCOC=1C=C2CN(CC2=CC1OC)C(CCC(=O)OCC)=O ethyl 4-(5-(3-hydroxypropoxy)-6-methoxyisoindolin-2-yl)-4-oxobutanoate